FC(C1=NN=C(O1)C1=CC=C(CN(S(=O)(=O)CCN2C[C@@H](N([C@@H](C2)C)C)C)C2=CC=CC=C2)C=C1)F N-(4-(5-(difluoromethyl)-1,3,4-oxadiazol-2-yl)benzyl)-N-phenyl-2-((3S,5R)-3,4,5-trimethylpiperazin-1-yl)ethane-1-sulfonamide